COC1=C(C=C(C=C1C)[N+](=O)[O-])C1=CC=CC=C1 2-methoxy-3-methyl-5-nitro-1,1'-biphenyl